2-(2-chloro-5-fluoropyrimidin-4-yl)-3,5-dimethyl-7-propan-2-yl-thieno[3,2-c]pyridin-4-one ClC1=NC=C(C(=N1)C1=C(C=2C(N(C=C(C2S1)C(C)C)C)=O)C)F